ClC1=C(C(=CC=C1C)F)B(O)O 2-CHLORO-6-FLUORO-3-METHYLPHENYLBORONIC ACID